5-Amino-1-(1-methylcyclopropyl)-3-[5-(1-[[5-(1,1,1-trifluoro-2-methylpropan-2-yl)-1,2-oxazol-3-yl]carbamoyl]ethyl)pyridin-2-yl]pyrazole-4-carboxamide NC1=C(C(=NN1C1(CC1)C)C1=NC=C(C=C1)C(C)C(NC1=NOC(=C1)C(C(F)(F)F)(C)C)=O)C(=O)N